CN(C(=O)C=1C=CC=C2C=CNC12)C N,N-dimethyl-1H-indole-7-carboxamide